BrC1=C(C=C2C(=NC(=NC2=C1OC)O)O)OC 7-bromo-6,8-dimethoxyquinazoline-2,4-diol